C(C)NC(=O)C1C(CCC(C1)C)C(C)C N-ethyl-5-methyl-2-(1-methylethyl)-cyclohexanecarboxamide